CC1C(C2=CC=C(C=C2C1)C)NC(=O)C=1C(NC(=CC1)C(F)(F)F)=O N-(2,5-dimethyl-2,3-dihydro-1H-inden-1-yl)-2-oxo-6-(trifluoromethyl)-1,2-dihydropyridine-3-carboxamide